C(C)(C)(C)CCOCCOCCOCCOCCOS(=O)(=O)C1=CC=C(C)C=C1 tert-butyl-14-(tosyloxy)-3,6,9,12-tetraoxatetradecane